O=C1NC(CCC1N1C(C2=CC=C(C=C2C1=O)N1CCN(CC1)CCCN1CCC(CC1)COC1=CC=C(C=C1)C(=O)C=1C2=C(SC1C1=CC=C(C=C1)O)C=C(C=C2)O)=O)=O 2-(2,6-dioxopiperidin-3-yl)-5-(4-(3-(4-((4-(6-hydroxy-2-(4-hydroxyphenyl)benzo[b]thiophene-3-carbonyl)phenoxy)methyl)piperidin-1-yl)propyl)piperazin-1-yl)isoindoline-1,3-dione